4,4'-(2-ethylhexylidene)bisphenol C(C)C(C(C1=CC=C(C=C1)O)C1=CC=C(C=C1)O)CCCC